3,3,3-trifluoro-2,2-dimethyl-propanehydrazide hydrochloride Cl.FC(C(C(=O)NN)(C)C)(F)F